COC1=NC2=CC(=CC(=C2N=C1)C=1SC2=C(N1)C(=CC1=C2OCCO1)C(O)C1(CCCCC1)C)C (2-(2-methoxy-7-methylquinoxalin-5-yl)-7,8-dihydro-[1,4]dioxino[2',3':3,4]benzo[1,2-d]thiazol-4-yl)(1-methylcyclohexyl)methanol